OC([C@H](NC1=CC=CC=C1)C(=O)O)O D-beta-hydroxyphenylserine